C(C=C)(=O)OC1=C(C=C(C=C1C(C)C1=C(C(=CC(=C1)C(C)(C)CC)C(C)(C)CC)O)C(C)(C)CC)C(C)(C)CC 2,4-di-t-amyl-6-[1-(3,5-di-t-amyl-2-hydroxyphenyl)ethyl]phenyl acrylate